tert-butyl 4-((2-(2,6-dioxopiperidin-3-yl)-1,3-dioxoisoindolin-4-yl) ethynyl)-[1,4'-bipiperidine]-1'-carboxylate O=C1NC(CCC1N1C(C2=CC=CC(=C2C1=O)C#CC1CCN(CC1)C1CCN(CC1)C(=O)OC(C)(C)C)=O)=O